methyl (s)-5-amino-4-(6-(4-(dimethoxymethyl)piperidin-1-yl)-1-oxoisoindolin-2-yl)-5-oxopentanoate NC([C@H](CCC(=O)OC)N1C(C2=CC(=CC=C2C1)N1CCC(CC1)C(OC)OC)=O)=O